C[Si](OCC)(OCC)C dimethyl-diethoxysilane